CN1N=NC2=C1C=CC=C2 1-methyl-1H-1,2,3-benzotriazole